ClCC1=C(C(=C2CN(C(C2=C1)=O)C1=NC(=CC(=C1)C1=C(C=C(C#N)C=C1)C1=NN=CN1C)C1CC1)F)F 4-{2-[6-(chloromethyl)-4,5-difluoro-1-oxo-3H-isoindol-2-yl]-6-cyclopropylpyridin-4-yl}-3-(4-methyl-1,2,4-triazol-3-yl)benzonitrile